7-{[3-(3-chloro-2-methylphenyl)piperidin-3-yl]amino}-2-methylisoquinolin-1-one hydrochloride Cl.ClC=1C(=C(C=CC1)C1(CNCCC1)NC1=CC=C2C=CN(C(C2=C1)=O)C)C